FC1=C(OCC2=CC=C(C=C2)C=2N=C(N3C2C=NC=C3)[C@H]3N(CCCC3)C(C=C)=O)C=CC=C1F (S)-1-(2-(1-(4-((2,3-difluorophenoxy)methyl)phenyl)imidazo[1,5-a]pyrazin-3-yl)piperidin-1-yl)prop-2-en-1-one